2-methylpyrrolidine-3-carboxamide hydrochloride Cl.CC1NCCC1C(=O)N